4-(5-hydroxy-3-(2-methoxy-2-oxoethyl)-1H-pyrazol-1-yl)benzoic acid OC1=CC(=NN1C1=CC=C(C(=O)O)C=C1)CC(=O)OC